C(CCCCCCCC)C1=CC2=CC=C(C=C2C=C1)CCCCCCCCC 2,6-dinonylnaphthalene